(2S,6S*)-4-[(tert-butoxy)carbonyl]-6-[(tert-butyldimethylsilyl)oxy]-6-methyl-1,4-oxazepane-2-carboxylic acid C(C)(C)(C)OC(=O)N1C[C@H](OC[C@@](C1)(C)O[Si](C)(C)C(C)(C)C)C(=O)O |o1:12|